(1E)-1,6-diphenyl-1-hex-en-3-yne C1(=CC=CC=C1)\C=C\C#CCCC1=CC=CC=C1